NC=1C=CC(=C(C1)N1N=NC(=C1)C(=O)N)C 1-(5-amino-2-methylphenyl)-1H-1,2,3-triazole-4-carboxamide